C(C)(C)(C)OC(=O)NCCN1N=C(C=C1C(=O)OC)C(=O)OC dimethyl 1-[2-(tert-butoxycarbonylamino)ethyl]pyrazole-3,5-dicarboxylate